FC1=C(C2=C(N=C(O2)[C@H]2N(CCC3=C2N=CN3)C(=O)C=3OC(=NN3)C3=NC=CC=C3)C=C1)F (S)-(4-(6,7-difluorobenzo[d]oxazol-2-yl)-6,7-dihydro-1H-imidazo[4,5-c]pyridin-5(4H)-yl)(5-(pyridin-2-yl)-1,3,4-oxadiazol-2-yl)methanone